ClC1=C(C(=C(C=C1)NS(=O)(=O)C=1C(=NC=C(C1)F)OC)F)COC=1C=C2C(=NC1)NN=C2C N-[4-chloro-2-fluoro-3-[([3-methyl-1H-pyrazolo[3,4-b]pyridin-5-yl]oxy)methyl]phenyl]-5-fluoro-2-methoxypyridine-3-sulfonamide